C(C)(C)C1=CC=C(C=C1C1=C(C=CC=C1C)C)C=O 6-isopropyl-2',6'-dimethyl-[1,1'-biphenyl]-3-carbaldehyde